(S)-2-((4-(6-((4-cyclopropylthiazol-2-yl)methoxy)pyridin-2-yl)piperidin-1-yl)methyl)-1-(oxetan-2-ylmethyl)-1H-benzo[d]imidazole-6-carboxylic acid C1(CC1)C=1N=C(SC1)COC1=CC=CC(=N1)C1CCN(CC1)CC1=NC2=C(N1C[C@H]1OCC1)C=C(C=C2)C(=O)O